OC1=CC2=C(C(=C([C@@H](CC2)C)C2=CC=CC=C2)C2=CC=C(C=C2)N2CCC(CC2)C=O)C=C1 (R)-1-(4-(3-hydroxy-7-methyl-8-phenyl-6,7-dihydro-5H-benzo[7]annulen-9-yl)phenyl)piperidine-4-carbaldehyde